ClC1=C(C(=O)N2COC3=C(C2)C=CC=C3C3=CC(=C(C(=O)OC)C=C3F)N3C2COCC3CC2)C=CC(=C1)N1[C@@H](CN([C@@H](C1)C)C)C Methyl 4-[3-[2-chloro-4-[(2R,5R)-2,4,5-trimethylpiperazin-1-yl]benzoyl]-2,4-dihydro-1,3-benzoxazine-8-yl]-5-fluoro-2-(3-oxa-8-azabicyclo[3.2.1]octan-8-yl)benzoate